CC1(NC(CC(C1)OC(CCCCCCCCC(=O)OC1CC(NC(C1)(C)C)(C)C)=O)(C)C)C sebacic acid bis(2,2,6,6-tetramethyl-4-piperidyl) ester